1-ethyl-6,8-difluoro-7-(3-methyl-4-acetylpiperazin-1-yl)-quinolin C(C)N1CC=CC2=CC(=C(C(=C12)F)N1CC(N(CC1)C(C)=O)C)F